9-(4-(2-(2-Aminopyridin-3-yl)-5-phenyl-3H-imidazo[4,5-b]pyridin-3-yl)benzyl)-3,9-diazaspiro[5.5]undecane-3-carbonitrile NC1=NC=CC=C1C1=NC=2C(=NC(=CC2)C2=CC=CC=C2)N1C1=CC=C(CN2CCC3(CCN(CC3)C#N)CC2)C=C1